C(C)(C)(C)OC(=O)N1C[C@H](CC1)[C@@H](C(=O)OC(C)(C)C)CC1=CC(=CC=C1)C=O (R)-3-((S)-1-(tert-butyloxy)-3-(3-formylphenyl)-1-oxopropane-2-yl)pyrrolidine-1-carboxylic acid tert-butyl ester